tert-butyl N-[(1S)-3-methylenecyclohexyl]carbamate C=C1C[C@H](CCC1)NC(OC(C)(C)C)=O